6-(1-methyl-1H-pyrazol-4-yl)-3-{2-[(piperidin-3-yl)amino]-5-(trifluoromethyl)pyrimidin-4-yl}-1H,6H,7H-pyrrolo[2,3-c]pyridin-7-one CN1N=CC(=C1)N1C(C2=C(C=C1)C(=CN2)C2=NC(=NC=C2C(F)(F)F)NC2CNCCC2)=O